6-chloro-2-methyl-N-{(1R)-1-[2-methyl-3-(trifluoromethyl)phenyl]ethyl}pyrido[3,4-d]pyrimidin-4-amine ClC1=CC2=C(N=C(N=C2N[C@H](C)C2=C(C(=CC=C2)C(F)(F)F)C)C)C=N1